C(C)(C)(C)OC(=O)N1[C@@H](COCC1)CC[C@@H](C(C)C)N1CC(C1)C=1C=C(C=2N(C1)C(=NC2)C)Cl (3R)-3-[(3S)-3-(3-{8-chloro-3-methylimidazo[1,5-a]pyridin-6-yl}azetidin-1-yl)-4-methylpentyl]morpholine-4-carboxylic acid tert-butyl ester